ClC1=C(C2=C(C(=N1)C1CCC1)C(=NN2C2CC2)C2C1CN(CC21)C(=O)OC(C)(C)C)F tert-butyl 6-(6-chloro-4-cyclobutyl-1-cyclopropyl-7-fluoro-pyrazolo[4,3-c]pyridin-3-yl)-3-azabicyclo[3.1.0]hexane-3-carboxylate